ClC=1C=C(C=C2C=C(N=CC12)NC(=O)[C@H]1[C@H](C1)F)C=1C(=NC(=NC1)C(=O)NC)C |r| (+-)-5-[8-chloro-3-[(cis-2-fluorocyclopropanecarbonyl)amino]-6-isoquinolinyl]-N,4-dimethyl-pyrimidine-2-carboxamide